(R)-4-((1-phenylethyl)amino)-6-(1H-pyrazolo[3,4-b]pyridin-5-yl)quinoline-3-carbonitrile C1(=CC=CC=C1)[C@@H](C)NC1=C(C=NC2=CC=C(C=C12)C=1C=C2C(=NC1)NN=C2)C#N